(±)-N-(3-aminopropyl)-N,N-dimethyl-2,3-bis(cis-9-tetradecenyloxy)-1-propanaminium bromide [Br-].NCCC[N+](C[C@H](COCCCCCCCC\C=C/CCCC)OCCCCCCCC\C=C/CCCC)(C)C |r|